lead-magnesium-lead [Pb].[Mg].[Pb]